COC1=C(C=NC(=C1)C(F)(F)F)[C@H]1[C@@H](O[C@@]([C@H]1C)(C(F)(F)F)C)C(=O)NC1=CC(=NC=C1)C(=O)N (2R,3S,4S,5S)-4-[[3-[4-Methoxy-6-(trifluoromethyl)-3-pyridyl]-4,5-dimethyl-5-(trifluoromethyl)tetrahydrofuran-2-carbonyl]amino]pyridin-2-carboxamid